NC=1N=NC(=CC1N1CCN(CCC1)C1=NC(=NC(=C1)OCC)C#CCNC(=O)C1=NN2C(N=CC=C2)=C1)C1=C(C=CC=C1)O N-(3-(4-(4-(3-amino-6-(2-hydroxyphenyl)pyridazin-4-yl)-1,4-diazepan-1-yl)-6-ethoxypyrimidin-2-yl)prop-2-yn-1-yl)pyrazolo[1,5-a]pyrimidine-2-carboxamide